2-fluoro-3-(4-(4,4,5,5-tetramethyl-1,3,2-dioxaborolan-2-yl)-3,6-dihydropyridin-1(2H)-yl)propan-1-ol FC(CO)CN1CCC(=CC1)B1OC(C(O1)(C)C)(C)C